FC=1C(=NC=C(C1)C=1NN=CC1)OC1=CC=C(C=C1)C=1C=C(C=CC1)CC(CC(=O)OCC)=O ethyl 4-[3-(4-{[3-fluoro-5-(2H-pyrazol-3-yl) pyridin-2-yl] oxy} phenyl) phenyl]-3-oxobutanoate